3-bromo-2-(2-methyl-4-nitrophenyl)thieno[3,2-c]pyridin-4-ol BrC1=C(SC2=C1C(=NC=C2)O)C2=C(C=C(C=C2)[N+](=O)[O-])C